2-methoxy-10-methyl-10H-phenothiazine COC1=CC=2N(C3=CC=CC=C3SC2C=C1)C